(R)-2-(((3-butyl-3-ethyl-7-methoxy-1,1-dioxido-5-phenyl-2,3,4,5-tetrahydro-1,5-benzothiazepin-8-yl)methyl)thio)-2-methylpropanoic acid C(CCC)[C@]1(CS(C2=C(N(C1)C1=CC=CC=C1)C=C(C(=C2)CSC(C(=O)O)(C)C)OC)(=O)=O)CC